3-(isoquinolin-4-yl)-6-(pentafluoro-λ6-sulfaneyl)quinazoline-2,4(1H,3H)-dione C1=NC=C(C2=CC=CC=C12)N1C(NC2=CC=C(C=C2C1=O)S(F)(F)(F)(F)F)=O